[N+](=[N-])=CC(CC[C@@H](C(SC(C([2H])([2H])[2H])C([2H])([2H])[2H])=O)NC([C@H](C)OC)=O)=O S-(propan-2-yl-1,1,1,3,3,3-d6) (S)-6-diazo-2-((S)-2-methoxypropanamido)-5-oxohexanethioate